13,23-Dimethylnonatriacontane CC(CCCCCCCCCCCC)CCCCCCCCCC(CCCCCCCCCCCCCCCC)C